C(C)C1C(C(C(C2=C(C=CC=C12)[N+](=O)[O-])CC)CCC)CCCC 1-ethyl-2-butyl-3-propyl-4-Ethyl-5-nitrotetralin